aminoundecanoic acid carbon [C].NC(C(=O)O)CCCCCCCCC